N1(CC1)S(=O)(=O)C=1C(=NC=CC1)NC=1SC=C(N1)C1=NC=C(C=C1)OC(C)C N-(3-(aziridin-1-ylsulfonyl)pyridin-2-yl)-4-(5-isopropoxypyridin-2-yl)thiazol-2-amine